BrC=1C=C(C(=O)Cl)C=C(C1C)F 3-bromo-5-fluoro-4-methylbenzoyl chloride